ClC=1C=C(C=C(C1F)C(F)(F)F)NC1=NC=C(C(=N1)NC=1C=CC2=C(NC(O2)=O)C1)C 5-(2-(3-chloro-4-fluoro-5-(trifluoromethyl)phenylamino)-5-methylpyrimidin-4-ylamino)benzo[d]oxazol-2(3H)-one